Ibuprofen lysine salt N[C@@H](CCCCN)C(=O)O.OC(=O)C(C)C1=CC=C(CC(C)C)C=C1